N-(4-bromobenzyl)-2-chloro-6-methylbenzamide BrC1=CC=C(CNC(C2=C(C=CC=C2C)Cl)=O)C=C1